[(3R)-5-bromo-1,2,3,4-tetrahydroisoquinolin-3-yl]methoxy-tertbutyl-dimethyl-silane BrC1=C2C[C@@H](NCC2=CC=C1)CO[Si](C)(C)C(C)(C)C